2-((Benzyl-(methyl)amino)methyl)-6-iodo-4-nitrophenol C(C1=CC=CC=C1)N(C)CC1=C(C(=CC(=C1)[N+](=O)[O-])I)O